(S,E)-N'-((4-chlorophenyl)sulfonyl)-3-(4-fluorophenyl)-N-(2-((4-methylpiperazin-1-yl)sulfonyl)ethyl)-4-phenyl-4,5-dihydro-1H-pyrazole-1-carboximidamide ClC1=CC=C(C=C1)S(=O)(=O)\N=C(/NCCS(=O)(=O)N1CCN(CC1)C)\N1N=C([C@H](C1)C1=CC=CC=C1)C1=CC=C(C=C1)F